4-[[3-[4-[2-[4-[[1-[3-amino-5-(3-cyclopropylphenyl)pyridine-2-carbonyl]-4-piperidyl]oxy]-1-piperidyl]acetyl]piperazine-1-carbonyl]-4-fluoro-phenyl]methyl]-2H-phthalazin-1-one NC=1C(=NC=C(C1)C1=CC(=CC=C1)C1CC1)C(=O)N1CCC(CC1)OC1CCN(CC1)CC(=O)N1CCN(CC1)C(=O)C=1C=C(C=CC1F)CC1=NNC(C2=CC=CC=C12)=O